FC=1C=C(C=CC1)[C@H]1CC[C@H](CC1)OC[C@@H]1N(CCC[C@@H]1C1=NNC=C1C)C(=O)OC methyl (CIS)-2-((((CIS)-4-(3-fluorophenyl)cyclohexyl)oxy)methyl)-3-(4-methyl-1H-pyrazol-3-yl)piperidine-1-carboxylate